4-(4-(2-(tert-butoxy)-2-oxoethyl)-2-((di-tert-butoxyphosphoryl)oxy)-6-methylphenyl)-4-methylpentanoic acid C(C)(C)(C)OC(CC1=CC(=C(C(=C1)C)C(CCC(=O)O)(C)C)OP(=O)(OC(C)(C)C)OC(C)(C)C)=O